2-[4-[[[5-fluoro-6-[methyl-[[4-(trifluoromethoxy)phenyl]methyl]amino]pyrimidin-4-yl]amino]methyl]phenyl]acetamide S-methyl-2-(1H-indole-3-carbonyl)thiazole-4-carbothioate CS=C(O)C=1N=C(SC1)C(=O)C1=CNC2=CC=CC=C12.FC=1C(=NC=NC1N(CC1=CC=C(C=C1)OC(F)(F)F)C)NCC1=CC=C(C=C1)CC(=O)N